FC(C(=O)O)(F)F.O1CCN(CC1)S(=O)(=O)N1C[C@H](C[C@@H](C1)C1=CC=CC=C1)CS(=O)(=O)C1=CC=C(S1)CN trans-(5-(((1-(Morpholinosulfonyl)-5-phenylpiperidin-3-yl)methyl)sulfonyl)thiophen-2-yl)methanamine 2,2,2-trifluoroacetate